ClC1=C2C(=NC=C1C=1C=C(C=CC1)N1C(CN(CC1)C(=O)OC(C)(C)C)=O)NC=C2CC tert-butyl 4-(3-(4-chloro-3-ethyl-1H-pyrrolo[2,3-b]pyridin-5-yl) phenyl)-3-oxopiperazine-1-carboxylate